2-(3,4-dimethoxyphenyl)-6-(8-(1-isopropylpiperidin-4-yl)-8-azabicyclo[3.2.1]oct-3-yl)-5,6,7,8-tetrahydro-[1,2,4]triazolo[1,5-a]pyridine COC=1C=C(C=CC1OC)C1=NN2C(CCC(C2)C2CC3CCC(C2)N3C3CCN(CC3)C(C)C)=N1